COC1=C(C=CC=C1)C1CCOC=C1 4-(2-methoxyphenyl)-3,4-dihydro-2H-pyran